N-(5-cyano-6-(difluoromethoxy)pyridazin-3-yl)-2-fluoro-8,8-dimethyl-7,8-dihydro-6H-cyclopenta[e]pyrazolo[1,5-a]pyrimidine-6-carboxamide C(#N)C=1C=C(N=NC1OC(F)F)NC(=O)C1CC(C2=C1C=NC=1N2N=C(C1)F)(C)C